C(C)(C)(C)OC(=O)N(C(OC(C)(C)C)=O)CCCN1CCC2(C[C@H]([C@@H](C2)O)O)CC1 |r| rac-tert-butyl (tert-butoxycarbonyl)(3-((2R,3R)-2,3-dihydroxy-8-azaspiro[4.5]decan-8-yl)propyl)carbamate